4-(1-(5-Bromopyridin-2-yl)-2,2,2-trifluoroethyl)morpholine BrC=1C=CC(=NC1)C(C(F)(F)F)N1CCOCC1